NCC(C)(CN)CN 1,1,1-tris-(aminomethyl)-ethane